(2S,3R,4S,5S,6R)-2-(4-chloro-3-(4-ethoxybenzyl)phenyl)-6-methoxytetrahydro-2H-pyran-3,4,5-triol ClC1=C(C=C(C=C1)[C@@H]1O[C@H]([C@H]([C@H]([C@H]1O)O)O)OC)CC1=CC=C(C=C1)OCC